CC1(C(C(=CC=C1)C)C(CC=O)=O)C 1,3-dimethyl-tolylpropane-1,3-dione